NC1=NC=NN2C1=C(C=C2C=2C=CC(=C(C(=O)N[C@@H]1CN(C[C@@H]1F)C(=O)C1CC(C1)F)C2)OCC)C(F)(F)F 5-[4-amino-5-(trifluoromethyl)pyrrolo[2,1-f][1,2,4]triazin-7-yl]-2-ethoxy-N-[(3R,4S)-4-fluoro-1-(3-fluorocyclobutanecarbonyl)pyrrolidin-3-yl]benzamide